[Cl-].C(CCCCCCC\C=C/CCCCCCCC)(=O)C(C(C)C(CCCCCCC\C=C/CCCCCCCC)=O)[N+](C)(C)C (1,2-dioleoylpropyl)trimethyl-ammonium chloride